C(C1=CC=CC=C1)OCCCCN1N=NC2=C1C=CC(=C2C)C(C(C(=O)OC)(C)C)C2=CC(=C(C=C2)C)CN2S(OC1=C(C2)C=C(C=C1)OCC1=CC=CC=C1)(=O)=O methyl 3-{1-[4-(benzyloxy)butyl]-4-methyl-1H-benzotriazol-5-yl}-3-(3-{[6-(benzyloxy)-2,2-dioxo-2H-1,2λ6,3-benzoxathiazin-3(4H)-yl]methyl}-4-methylphenyl)-2,2-dimethylpropanoate